C(/C1=CC=CC=C1)=C(\C=C\C=O)/CCCCCC (E)-4-((E)-benzylidene)dec-2-enal